2-[butyl(methyl)amino]-6-[(2-methoxybenzoyl)amino]quinoline-4-carboxylic acid C(CCC)N(C1=NC2=CC=C(C=C2C(=C1)C(=O)O)NC(C1=C(C=CC=C1)OC)=O)C